[Mg].O=C1C(O)=C(O)[C@H](O1)[C@@H](O)CO L-ascorbic acid magnesium